N1N=CC(=C1)C=1C2=C(N=CN1)N(C=C2)S(=O)(=O)C2=CC=C(C)C=C2 4-(1H-pyrazol-4-yl)-7-tosyl-7H-pyrrolo[2,3-d]pyrimidine